tert-butyl-3-oxo-2-({[(1s,4s)-4-[2-(benzyloxy)phenyl]cyclohexyl]-oxy}methyl)piperidine-1-carboxylate C(C)(C)(C)OC(=O)N1C(C(CCC1)=O)COC1CCC(CC1)C1=C(C=CC=C1)OCC1=CC=CC=C1